Benzyl 1-(2-((tert-Butoxycarbonyl) amino)-6-methylphenyl)-1H-pyrrolo[2,3-b]Pyridine-2-carboxylate C(C)(C)(C)OC(=O)NC1=C(C(=CC=C1)C)N1C(=CC=2C1=NC=CC2)C(=O)OCC2=CC=CC=C2